N-(4-{1-[(2-fluoro-3-methylphenyl)carbonyl]piperidin-4-yl}butyl)thieno[2,3-c]pyridine-2-carboxamide FC1=C(C=CC=C1C)C(=O)N1CCC(CC1)CCCCNC(=O)C1=CC=2C(=CN=CC2)S1